C(C)C1(OC=2C=C3C(=CC2C=2N=C(SC21)NC(=O)C=2C(=NC=NC2OC)OC)OCO3)CC N-(4,4-diethyl-4H-[1,3]dioxolo[4',5':6,7]chromeno[4,3-d]thiazol-2-yl)-4,6-dimethoxypyrimidine-5-carboxamide